CN(CCC[Si](OCC)(OCC)OCC)C (3-Dimethylaminopropyl)-triethoxysilan